BrC=1SC(=CC1C(=O)OC)Br methyl (2,5-dibromothiophen-3-yl)carboxylate